C(C)(C)(C)OC(NCCCCCC1OC(C=C1)=O)=O (5-(5-oxo-2,5-dihydrofuran-2-yl)pentyl)carbamic acid tert-butyl ester